BrCCOC1OCCCC1 2-[(2-bromoethyl)oxy]Tetrahydropyrane